CCC[C@@H]1C[C@H](N(C1)C)C(=O)NC([C@@H]2[C@@H]([C@@H]([C@H]([C@H](O2)SC)O)O)O)C(C)Cl The molecule is a carbohydrate-containing antibiotic that is the semisynthetic derivative of lincomycin, a natural antibiotic. It has a role as a xenobiotic and an environmental contaminant. It is a carbohydrate-containing antibiotic, a S-glycosyl compound, a pyrrolidinecarboxamide, an organochlorine compound and a semisynthetic derivative. It derives from a lincomycin.